(β-methoxyethoxy)silane COCCO[SiH3]